2-{6-[(5,5-dimethyl-4-azaspiro[2.5]oct-7-yl)oxy]pyridazin-3-yl}-5-(5-fluoro-1H-pyrazol-4-yl)pyridin-3-ol CC1(NC2(CC2)CC(C1)OC1=CC=C(N=N1)C1=NC=C(C=C1O)C=1C=NNC1F)C